N1N=CC(=C1)C1=CNC2=C(C=CC=C12)NC([C@H](CN)C1=CC=CC=C1)=O (S)-N-(3-(1H-pyrazol-4-yl)-1H-indol-7-yl)-3-amino-2-phenylpropanamide